C(C)[C@@H]1N(C[C@H](N(C1)C(C)C1=C(C=C(C=C1)F)C(F)(F)F)CC)C=1C=2C(N(C(C1)=O)C)=CN(N2)C2OCCCC2 7-((2S,5R)-2,5-diethyl-4-(1-(4-fluoro-2-(trifluoromethyl)phenyl)ethyl)piperazin-1-yl)-4-methyl-2-(tetrahydro-2H-pyran-2-yl)-2,4-dihydro-5H-pyrazolo[4,3-b]pyridin-5-one